tert-butyl (6-methyl-5-(6-(1-methyl-1H-pyrazol-4-yl)pyrazolo[1,5-a]pyrazine-3-carboxamido)pyridin-3-yl)carbamate CC1=C(C=C(C=N1)NC(OC(C)(C)C)=O)NC(=O)C=1C=NN2C1C=NC(=C2)C=2C=NN(C2)C